ClC=1C=C2C(=CC1)NC(C21CCN(CC1)CCOC=1C=C2CCC(N(C2=CC1)[C@@H]1C[C@@H](C1)O)=O)=O 5-chloro-1'-[2-({2-oxo-1-[(cis)-3-hydroxycyclobutyl]-1,2,3,4-tetrahydroquinolin-6-yl}oxy)ethyl]-1,2-dihydrospiro[indole-3,4'-piperidin]-2-one